CC1=C(C(=O)O[C@H]2OC([C@@]([C@@H]2OC(C2=CC=CC=C2)=O)(C)F)C=O)C=CC=C1 ((2R,3R,4R)-3-(benzoyloxy)-4-fluoro-4-methyl-5-oxomethyltetrahydrofuran-2-yl) methylbenzoate